C(CCCCCCCCCCCCC)N1C=[N+](C=C1)C 1-(1-tetradecyl)-3-methylimidazolium